FC(C1=NC=C(C=N1)[C@H](C)NC(C1=CC=CC=C1)=O)(F)F N-{(1S)-1-[2-(trifluoromethyl)pyrimidin-5-yl]ethyl}benzamide